2,3,5-trichloro-1,4-naphthoquinone ClC=1C(C2=CC=CC(=C2C(C1Cl)=O)Cl)=O